N1(CCC1)C/C=C/C(=O)OC(C)(C)C tert-butyl (2E)-4-(azetidin-1-yl)but-2-enoate